1,1,3,3-tetramethylguanidinium bromide [Br-].CN(C(=[NH2+])N(C)C)C